C(C1=CC=CC=C1)OC(=O)[C@H]1NC(OC1)=O (S)-2-oxooxazolidine-4-carboxylic acid benzyl ester